(S)-1-(methylsulfonyl)piperidin-3-amine CS(=O)(=O)N1C[C@H](CCC1)N